C1=CC=CC=2[Te]C3=CC=CC=C3NC12 phenotellurazine